sodium heptafluorobutyric acid salt FC(C(C(C(=O)[O-])(F)F)(F)F)(F)F.[Na+]